phenyl-methacrylate C1(=CC=CC=C1)OC(C(=C)C)=O